3-(methylamino)cyclobutan-1-ol hydrochloride Cl.CNC1CC(C1)O